COC1=CC=C(C=C1)CCOC1=CC=C2C=CNC2=C1 6-(4-Methoxyphenylethoxy)-1H-indole